(1,3-dimethyl-1H-pyrazol-4-yl)boronic acid CN1N=C(C(=C1)B(O)O)C